2,6-dihydroxy-N,5'-dimethyl-4-pentyl-2'-(prop-1-en-2-yl)-N-(pyridin-3-ylmethyl)-[1,1'-biphenyl]-3-carboxamide OC1=C(C(=CC(=C1C(=O)N(CC=1C=NC=CC1)C)CCCCC)O)C1=C(C=CC(=C1)C)C(=C)C